C(C1=CC=CC=C1)N1CC(OCCC1)CN1CCC(CC1)C1=C(C=CC=C1)O 2-{1-[(4-benzyl-1,4-oxazepan-2-yl)methyl]piperidin-4-yl}phenol